2,7-bis(trifluoromethyl)indolo[2,3-a]carbazole FC(C=1C=CC2=C(C1)N=C1C2=CC=C2C3=C(C=CC=C3N=C12)C(F)(F)F)(F)F